NC1=C2NC(N(C2=NC(=N1)OCCCC)CC1=CC=C(CN2CCC(CC2)CCNC([C@H](CC2=CC=C(C=C2)O)NC(CON)=O)=O)C=C1)=O (S)-N-(2-(1-(4-((6-amino-2-butoxy-8-oxo-7,8-dihydro-9H-purin-9-yl)methyl)benzyl)piperidin-4-yl)ethyl)-2-(2-(aminooxy)acetamido)-3-(4-hydroxyphenyl)propanamide